(2S,3R)-2-benzoyl-3-(p-tert-butylphenyl)spiro[cyclopropane-1,2'-indene]-1',3'-dione C(C1=CC=CC=C1)(=O)[C@H]1[C@@H](C12C(C1=CC=CC=C1C2=O)=O)C2=CC=C(C=C2)C(C)(C)C